C[N+]1(CCC2=CC(=C(C3=C2[C@@H]1CC4=C3C(=C(C=C4)OC)O)O)OC)C The molecule is an aporphine alkaloid that is (S)-corytuberine in which the nitrogen has been quaternised by an additional methyl group. It has a role as a plant metabolite. It is an aporphine alkaloid and a quaternary ammonium ion. It derives from a (S)-corytuberine.